(2-(methylthio)-4-(spiro[2.4]heptan-4-yl-amino)pyrimidin-5-yl)methanol nickel-zinc [Zn].[Ni].CSC1=NC=C(C(=N1)NC1C2(CC2)CCC1)CO